FC=1C(=CC=2C3=C(NC(C2C1)=O)COC[C@@H]3N(C(=O)C=3C=C1C=C(C=CN1C3)F)C)F (R)-N-(8,9-difluoro-6-oxo-1,4,5,6-tetrahydro-2H-pyrano[3,4-c]isoquinolin-1-yl)-7-fluoro-N-methylindolizine-2-carboxamide